N-(5-(3-chlorobenzyl)-4-methylthiazol-2-yl)-2-hydroxy-N-methylacetamide ClC=1C=C(CC2=C(N=C(S2)N(C(CO)=O)C)C)C=CC1